hydroxy-6-methyl-5-nitronicotinic acid OC1=C(C(=O)O)C=C(C(=N1)C)[N+](=O)[O-]